[Au].[Ti].[W] tungsten-titanium gold